CC1=NN2C(C=CC(=C2)C(=O)[O-])=C1 2-methylpyrazolo[1,5-a]pyridine-6-carboxylate